C(CN(CC(=O)O)CC1=CC=CC(=N1)C(=O)O)N(CC(=O)O)CC1=CC=CC(=N1)C(=O)O 6,6'-((ethane-1,2-diylbis((carboxymethyl)azanediyl))bis(methylene))dipicolinic acid